tert-butyl 4-[2-(2-chloroethyl)-7-({8-fluoro-2-methylimidazo[1,2-a]pyridin-6-yl}carbamoyl)indazol-4-yl]piperazine-1-carboxylate ClCCN1N=C2C(=CC=C(C2=C1)N1CCN(CC1)C(=O)OC(C)(C)C)C(NC=1C=C(C=2N(C1)C=C(N2)C)F)=O